C1(CC1)C1=NN=C(O1)C(C)NC[C@@H](C)C1=NN2C(CN([C@@H](C2)C)C(C2=CC(=C(C=C2)Cl)Cl)=O)=C1C(=O)OCC (6R)-ethyl 2-((2R)-1-((1-(5-cyclopropyl-1,3,4-oxadiazol-2-yl) ethyl) amino) propan-2-yl)-5-(3,4-dichlorobenzoyl)-6-methyl-4,5,6,7-tetrahydropyrazolo[1,5-a]pyrazine-3-carboxylate